Didodecyl-tellurium oxide C(CCCCCCCCCCC)[Te](CCCCCCCCCCCC)=O